4,5-dihydroxycarbonyltetracyclo[6.2.1.13,6.02,7]Dodec-9-ene OC(=O)C1C2C3C4C=CC(C3C(C1C(=O)O)C2)C4